CC=1C=CC(=C(C1)NCCC(=O)O)[N+](=O)[O-] 3-((5-methyl-2-nitrophenyl)amino)propanoic acid